tert-Butyl 4-amino-3-(3-bromo-2,5-difluorobenzyl)-2-azabicyclo[3.1.1]heptane-2-carboxylate NC1C(N(C2CC1C2)C(=O)OC(C)(C)C)CC2=C(C(=CC(=C2)F)Br)F